3-(2-chloro-6-fluorophenyl)-1-methyl-7-(methylthio)-2,3-Dihydropyrimido[4,5-d]pyrimidin-4(1H)-one ClC1=C(C(=CC=C1)F)N1CN(C2=NC(=NC=C2C1=O)SC)C